N-(4-(4-amino-7-isopropylimidazo[5,1-f][1,2,4]triazin-5-yl)benzyl)benzo[d][1,3]dioxole-4-carboxamide NC1=NC=NN2C1=C(N=C2C(C)C)C2=CC=C(CNC(=O)C1=CC=CC=3OCOC31)C=C2